NC(CS)C (3S)-2-amino-1-propanethiol